2-chloro-3-nitroisonicotinic acid ClC=1C(=C(C(=O)O)C=CN1)[N+](=O)[O-]